C(=O)(O)C=1C=CC2=C(C=NB2)C1 5-carboxybenzoborazole